C(CCCCC\C=C/CCCCCC)O (Z)-7-tetradecene-1-ol